N-[4-(4-amino-7-methylpyrrolo[2,1-f][1,2,4]triazin-5-yl)-3-fluorophenyl]-1-(4-fluorophenyl)-2-oxo-1,2-dihydropyridine-3-carboxamide NC1=NC=NN2C1=C(C=C2C)C2=C(C=C(C=C2)NC(=O)C=2C(N(C=CC2)C2=CC=C(C=C2)F)=O)F